NC1=CN=NC(=C1)C1=C(C=CC(=C1)Cl)F 4-amino-6-(5-chloro-2-fluorophenyl)pyridazin